6-(4-Fluoro-1-((3'-(oxetan-3-yloxy)-[1,1-biphenyl]-4-yl)methyl)-1H-indol-7-carboxamido)spiro[3.3]heptan FC1=C2C=CN(C2=C(C=C1)C(=O)NC1CC2(CCC2)C1)CC1=CC=C(C=C1)C1=CC(=CC=C1)OC1COC1